4-cyclopropyl-1-methyl-2-(3-(4-methylpiperazin-1-yl)propyl)-7-(1H-pyrazol-3-yl)-1H-imidazo[4,5-d]thieno[3,2-b]pyridine C1(CC1)C1=C2C(=C3C(=N1)C=C(S3)C3=NNC=C3)N(C(=N2)CCCN2CCN(CC2)C)C